(4-(5-hydroxy-6-methylpyridin-2-yl)-1-methyl-1H-imidazol-5-yl)methylcyclopentyl (methyl)carbamate CNC(OC1(CCCC1)CC1=C(N=CN1C)C1=NC(=C(C=C1)O)C)=O